S1C=CC=2C=CC=NC21 thieno[3,2]pyridine